1-(3-(5-amino-3-(4-((4-cyclopropylpyridin-2-yl)oxy)phenyl)imidazo[1,5-c]pyrimidin-1-yl)pyrrolidin-1-yl)but-2-yn-1-one NC1=NC=CC=2N1C(=NC2C2CN(CC2)C(C#CC)=O)C2=CC=C(C=C2)OC2=NC=CC(=C2)C2CC2